CC1(CNCCC1NC(C(COC1=NC=CC=C1C(F)(F)F)(C)C)=O)C N-(3,3-dimethylpiperidin-4-yl)-2,2-dimethyl-3-((3-(trifluoromethyl)pyridin-2-yl)oxy)propanamide